3-(1-methyl-7-(4-(piperazine-1-carbonyl)piperidin-1-yl)-1H-indazol-3-yl)piperidine-2,6-dione CN1N=C(C2=CC=CC(=C12)N1CCC(CC1)C(=O)N1CCNCC1)C1C(NC(CC1)=O)=O